6-Chloro-pseudouridine ClC1=C([C@H]2[C@H](O)[C@H](O)[C@@H](CO)O2)C(NC(N1)=O)=O